N[C@@H](C(=O)NCC(=O)N(CC(NC=1SC2=C(N1)C=CC(=C2)OC(F)(F)F)=O)C)C(C)C (R)-2-amino-3-methyl-N-(2-(methyl-(2-oxo-2-((6-(trifluoromethoxy)benzo[d]thiazol-2-yl)amino)ethyl)amino)-2-oxoethyl)butanamide